CC1(C(CCC1)N1C(C(=CC2=C1N=C(N=C2)S(=O)(=O)C)C#N)=O)C 8-(2,2-dimethylcyclopentyl)-2-(methylsulfonyl)-7-oxo-7,8-dihydropyrido[2,3-d]pyrimidine-6-carbonitrile